3-(7-((5-chloro-2-((3S,5R)-3,5-dimethylpiperidin-1-yl)pyrimidin-4-yl)amino)-4-methyl-2,3-dioxo-3,4-dihydroquinoxalin-1(2H)-yl)-N-methylpropanamide ClC=1C(=NC(=NC1)N1C[C@H](C[C@H](C1)C)C)NC1=CC=C2N(C(C(N(C2=C1)CCC(=O)NC)=O)=O)C